rac-5-(4-chloro-2-ethyl-2H-indazol-5-yl)-2-{2,6-diaza-spiro[3.4]octan-6-yl}-3-methyl-3H,4H,7H-pyrrolo[2,3-d]pyrimidin-4-one ClC=1C2=CN(N=C2C=CC1C1=CNC=2N=C(N(C(C21)=O)C)N2CC1(CNC1)CC2)CC